C(#N)CC1=C(C=C(C=C1)NC(=O)[C@H]1C(C1)(F)F)C1=NC=CC=C1 (1S)-N-[4-(cyanomethyl)-3-pyridin-2-ylphenyl]-2,2-difluorocyclopropane-1-carboxamide